ClC1=C(C=C(C=C1)NC(=O)NC1=C(C(=CC=C1)C(=O)C=1C=C2N=C(C=NC2=CC1)N1CCOCC1)F)F 1-(4-chloro-3-fluorophenyl)-3-(2-fluoro-3-(3-morpholinoquinoxaline-6-carbonyl)phenyl)urea